OCC1C(NCC1)=O 3-(hydroxymethyl)-2-oxopyrrolidin